C(=O)(O)C(CC1=CC=C(C=C1)OCCOCCOCCOCC)N1CCN(CCN(CCN(CC1)CC(=O)[O-])CC(=O)[O-])CC(=O)[O-].[Gd+3] gadolinium 2,2',2''-{10-[1-carboxy-2-(4-{2-[2-(2-ethoxyethoxy)ethoxy]ethoxy}phenyl)ethyl]-1,4,7,10-tetraazacyclododecane-1,4,7-triyl}triacetate